C(C)(C)(C)OC(=O)N[C@@H](C(=O)OC)CCC1=CC=CC=C1 Methyl (R)-2-((tert-butoxycarbonyl)amino)-4-phenylbutanoate